CC=1C(=C(C(=O)C2=CC=CC=C2)C=CC1C)C dimethyl-4-methylbenzophenone